ClC=1C(NN=CC1N1C[C@@H](CC1)OC1=NC=CC(=C1)C1CCOCC1)=O (R)-4-chloro-5-(3-((4-(tetrahydro-2H-pyran-4-yl)pyridin-2-yl)oxy)pyrrolidin-1-yl)pyridazin-3(2H)-one